C1OCC12CN(C2)CCN2C(C(=C(C1=CC=CN=C21)O)C(=O)NC2CCC(CC2)C)=O 1-(2-(2-oxa-6-azaspiro[3.3]heptan-6-yl)ethyl)-4-hydroxy-N-((1s,4s)-4-methylcyclohexyl)-2-oxo-1,2-dihydro-1,8-naphthyridine-3-carboxamide